COCCN1N=CC=C1 1-(2-Methoxy-ethyl)-1H-pyrazol